6-chloro-N-[rac-1-(aminooxymethyl)-2-(2,4-dimethylphenyl)ethyl]-3-[3-(trifluoromethyl)phenoxy]pyridazine-4-amide ClC1=CC(=C(N=N1)OC1=CC(=CC=C1)C(F)(F)F)C(=O)N[C@H](CC1=C(C=C(C=C1)C)C)CON |r|